2-(4-methyl-[1,4]diazepan-1-yl)-1,7,11b-triazabenzo[c]fluorene-6-carboxylic acid (5-methylpyrazin-2-ylmethyl)-amide CC=1N=CC(=NC1)CNC(=O)C1=CC2=C(N3C=4C=CC=CC4N=C13)N=C(C=C2)N2CCN(CCC2)C